5'-chloro-N-{[4-(dimethylamino)phenyl]methyl}-7'-oxo-7',8'-dihydro-6'H-spiro[cyclohexane-1,9'-furo[2,3-f]quinazoline]-2'-carboxamide ClC=1C=C2C(=C3C4(NC(NC13)=O)CCCCC4)OC(=C2)C(=O)NCC2=CC=C(C=C2)N(C)C